BrC1=C(C=C2CNCC(C2=O)=CC2=C(C=C(C=C2)F)Br)C=CC(=C1)F 3,5-bis(2-bromo-4-fluorobenzylidene)-4-piperidone